silicon sulfur phosphorus [P].[S].[Si]